N-(5-((2-(5-azaspiro[3.4]octan-5-yl)ethyl)carbamoyl)-2-methylpyridin-3-yl)-2-(6,7-dihydro-5H-pyrazolo[5,1-b][1,3]oxazin-3-yl)pyrazolo[5,1-b]thiazole-7-carboxamide C1CCC12N(CCC2)CCNC(=O)C=2C=C(C(=NC2)C)NC(=O)C=2C=NN1C2SC(=C1)C=1C=NN2C1OCCC2